BrC1=C(C=2CCC2C=C1)O 3-bromobicyclo[4.2.0]Octa-1(6),2,4-trien-2-ol